C(C)C(COC(C=C)=O)CC acrylic acid 2-ethylbutyl ester